6-methylsulfanyl-5-(trifluoromethyl)pyridin-3-amine CSC1=C(C=C(C=N1)N)C(F)(F)F